2-chloro-N-ethyl-5,6-difluoro-N-(3-fluoro-5-iodophenyl)quinazolin-4-amine ClC1=NC2=CC=C(C(=C2C(=N1)N(C1=CC(=CC(=C1)I)F)CC)F)F